BrC1=CC=CC(=N1)NC(=O)[C@H]1N(C[C@](C1)(C)F)C(=O)OC(C)(C)C (2S,4R)-tert-butyl 2-((6-bromopyridin-2-yl) carbamoyl)-4-fluoro-4-methylpyrrolidine-1-carboxylate